(2S,4R)-N-(4-cyclopropyl-2-hydroxy-butyl)-1-[(2S)-2-(4-cyclopropyltriazol-1-yl)-3,3-dimethyl-butanoyl]-4-hydroxy-pyrrolidine-2-carboxamide C1(CC1)CCC(CNC(=O)[C@H]1N(C[C@@H](C1)O)C([C@H](C(C)(C)C)N1N=NC(=C1)C1CC1)=O)O